I.FNCCC1=CC=CC=C1 fluorophenylethylamine hydroiodic acid salt